2-(4,4-difluoro-3-methylpiperidin-1-yl)-6-fluoro-N-(5-sulfamoylthiophen-3-yl)quinoline-3-carboxamide FC1(C(CN(CC1)C1=NC2=CC=C(C=C2C=C1C(=O)NC1=CSC(=C1)S(N)(=O)=O)F)C)F